(R)-2-(4-(9-ethyl-6-(((6-(furan-3-yl)pyridin-3-yl)methyl)amino)-9H-purin-2-yl)morpholin-3-yl)ethan-1-ol C(C)N1C2=NC(=NC(=C2N=C1)NCC=1C=NC(=CC1)C1=COC=C1)N1[C@@H](COCC1)CCO